2-benzyl-N-(8-fluoro-2-methyl-3-quinolinyl)-2,4-dimethylvaleramide C(C1=CC=CC=C1)C(C(=O)NC=1C(=NC2=C(C=CC=C2C1)F)C)(CC(C)C)C